N-((3-methoxypyridin-4-yl)methyl)-5-methyl-6-(3-(trifluoromethyl)-7,8-dihydro-1,6-naphthyridin-6(5H)-yl)pyridazine-3-carboxamide COC=1C=NC=CC1CNC(=O)C=1N=NC(=C(C1)C)N1CC=2C=C(C=NC2CC1)C(F)(F)F